methoxydiglycolate COC(C(=O)[O-])OCC(=O)[O-]